4-Methyl-3,4-dihydro-1H-2,1-benzothiazin-2,2-dioxid CC1CS(NC2=C1C=CC=C2)(=O)=O